N1=C(C=CC=C1O)C1=NC(=CC=C1)O bipyridine-6,6'-diol